C(#N)[C@H]1[C@@H](CCC1)N1N=C(C(=C1)C(=O)N)NC1=CC2=C(COB2O)C=C1 1-(trans-2-cyanocyclopentyl)-3-[(1-hydroxy-3H-2,1-benzoxaborole-6-yl)amino]pyrazole-4-carboxamide